C1(CCCC1)N1C=C(N=C2C(NC(N=C12)(N)NC1=CC=C(C=C1)S(=O)(=O)C)=O)NN 8-cyclopentyl-6-hydrazino-2-((4-(methylsulfonyl)phenyl)amino)pterin